1-((3aR,5s,6aS)-5-((5-(3-fluoroimidazo[1,2-a]pyridin-6-yl)-4-methoxy-7H-pyrrolo[2,3-d]pyrimidin-2-yl)amino)hexahydrocyclopenta[c]pyrrol-2(1H)-yl)ethan-1-one FC1=CN=C2N1C=C(C=C2)C2=CNC=1N=C(N=C(C12)OC)NC1C[C@@H]2[C@@H](CN(C2)C(C)=O)C1